OCCCCCCCCCC=CC(=O)[O-] 12-hydroxydodecenoate